(S)-1-[2-(6-Hydroxymethylbenzo[d]isoxazol-3-yl)phenyl]-2-(pyridine-2-yl)ethan-1-amine hydrochloride Cl.OCC1=CC2=C(C(=NO2)C2=C(C=CC=C2)[C@H](CC2=NC=CC=C2)N)C=C1